C(OC(C)CCC)([O-])=O pentan-2-yl carbonate